(S)-(8-(chloromethyl)-4-hydroxy-6-(5,6,7-trimethoxy-1H-indole-2-carbonyl)-3,6,7,8-tetrahydropyrrolo[3,2-e]indol-2-yl)(indolin-1-yl)methanone ClC[C@@H]1CN(C2=CC(=C3C(=C12)C=C(N3)C(=O)N3CCC1=CC=CC=C31)O)C(=O)C=3NC1=C(C(=C(C=C1C3)OC)OC)OC